FC(CC(F)F)(F)F 1,1,1,3,3-Pentafluoropropane